ClC1=C(C=CC2=C1C(=N[C@H](C=1N2N=C(N1)C(=O)N1CC2(C1)CCOCC2)C)C2=C(C=CC=C2F)F)Cl [(4S)-7,8-dichloro-6-(2,6-difluorophenyl)-4-methyl-4H-[1,2,4]triazolo[1,5-a][1,4]benzodiazepin-2-yl]-(7-oxa-2-azaspiro[3.5]nonan-2-yl)methanone